cis-N6-(3-(5-fluoropyridin-3-yl)-4-methylphenyl)-N2,N2-dimethyl-6-azabicyclo[3.1.1]heptane-2,6-dicarboxamide FC=1C=C(C=NC1)C=1C=C(C=CC1C)NC(=O)N1C2CCC(C1C2)C(=O)N(C)C